8-amino-N-cyclobutyl-3-(5-(N-(3,3-difluorocyclobutyl)sulfamoyl)-2-methylphenyl)imidazo[1,2-a]pyrazine-6-carboxamide trifluoroacetate salt FC(C(=O)O)(F)F.NC=1C=2N(C=C(N1)C(=O)NC1CCC1)C(=CN2)C2=C(C=CC(=C2)S(NC2CC(C2)(F)F)(=O)=O)C